ClC=1C(=NC(=NC1)NC=1C(=CC(=C(C1)NC(C=C)=O)N([C@H]1CN(CC1)C)C)OC)NC1=C(C=CC=C1)C1=NN(C=C1)C (R)-N-(5-((5-chloro-4-((2-(1-methyl-1H-pyrazol-3-yl)phenyl)amino)pyrimidin-2-yl)amino)-4-methoxy-2-(methyl-(1-methylpyrrolidin-3-yl)amino)phenyl)acrylamide